N-[(4-methoxycarbonyl)phenyl]hydroxylamine COC(=O)C1=CC=C(C=C1)NO